1-((4-fluorophenyl)sulfonyl)-1,3-dihydro-2H-benzo[d]imidazol-2-one FC1=CC=C(C=C1)S(=O)(=O)N1C(NC2=C1C=CC=C2)=O